5-(3-(pyrimidin-2-yl)acryloyl)-1,3-dimethyl-1,3-dihydro-2H-benzo[d]imidazol-2-one N1=C(N=CC=C1)C=CC(=O)C1=CC2=C(N(C(N2C)=O)C)C=C1